2-methyl-4'-(methylthio)-2-morpholinopropionphenone CC(C(=O)C1=CC=C(C=C1)SC)(C)N1CCOCC1